CC1=CNC2=CC=CC=C12 L-3-methylindole